1-(3,4-difluorophenyl)-1,4-diazepane FC=1C=C(C=CC1F)N1CCNCCC1